C(CC(O)(C(=O)O)CC(=O)O)(=O)O.BrC1=C(C=CC=C1)N1C=NC2=C1C=CC=C2 1-(2-bromo-phenyl)benzimidazole cis-citrate